(E)-3-(4-bromophenyl)-1-(4-(2,3-dihydrobenzofuran-5-carbonyl)piperazin-1-yl)prop-2-en-1-one BrC1=CC=C(C=C1)/C=C/C(=O)N1CCN(CC1)C(=O)C=1C=CC2=C(CCO2)C1